C(N)(OCCCCBr)=O (4-bromobutyl) carbamate